FC(C1=CC=C(C=C1)C#CC(=O)O)(F)F 3-(4-trifluoromethyl-phenyl)propiolic acid